5-(3-(difluoromethyl)phenyl)pyrazine FC(C=1C=C(C=CC1)C=1N=CC=NC1)F